ClC=1C(=C(C(=O)N)C=CC1Cl)NC1=CC=CC=C1 3,4-Dichloro-2-(phenylamino)benzamide